F[C@H]1[C@H](CC[C@@H](C1)NCC=1C=2N(C=CC1)C=CN2)NCC2=CC=C1N=C(C(NC1=C2)=O)C 7-((((1S,2R,4S)-2-fluoro-4-((imidazo[1,2-a]pyridin-8-ylmethyl)amino)cyclohexyl)amino)methyl)-3-methylquinoxalin-2(1H)-one